N-((1R,3r,5S,6r)-3-(6-chloro-1H-indazol-4-yl)-3-hydroxybicyclo[3.1.0]hexan-6-yl)-3-ethynylbenzamide ClC1=CC(=C2C=NNC2=C1)C1(C[C@H]2C([C@H]2C1)NC(C1=CC(=CC=C1)C#C)=O)O